N-(3-fluoro-4-pyrazolo[1,5-a]pyrazin-4-yloxy-phenyl)-1-(6-methoxy-4-methyl-3-pyridyl)-2-oxo-6-(trifluoromethyl)pyridine-3-carboxamide FC=1C=C(C=CC1OC=1C=2N(C=CN1)N=CC2)NC(=O)C=2C(N(C(=CC2)C(F)(F)F)C=2C=NC(=CC2C)OC)=O